tert-butyl (4-{[4-(5-cyclopropyl-1,3,4-oxadiazol-2-yl)-1,3-thiazol-2-yl]oxy}-2-fluorophenyl)carbamate C1(CC1)C1=NN=C(O1)C=1N=C(SC1)OC1=CC(=C(C=C1)NC(OC(C)(C)C)=O)F